4-methyl-2-oxopyrrolidin CC1CC(NC1)=O